C(C)(C)(C)C1=NN=C(O1)C(=O)[O-].[K+].C1(=CC=CC=C1)C=1NC2=CC=CC=C2C1[Se]C1=CC=CC=C1 2-phenyl-3-(phenylseleno)indole potassium 5-(tert-butyl)-1,3,4-oxadiazole-2-carboxylate